dimethylformamide, lithium salt [Li].CN(C=O)C